O.Cl.N1CCCCC1.N1CCCCC1.Cl piperidine hydrochloride salt hemihydrate